(benzylamino)-2-chloro-10-fluoro-12H-thiochromeno[2,3-c]Quinolin-12-one C(C1=CC=CC=C1)NC1=C2C3=C(C=NC2=CC=C1Cl)SC=1C=CC(=CC1C3=O)F